(S)-2-(4-oxobenzo[d][1,2,3]triazin-3(4H)-yl)-N-(1-(4-(trifluoromethoxy)phenyl)ethyl)acetamide C[C@@H](C1=CC=C(C=C1)OC(F)(F)F)NC(=O)CN2C(=O)C3=CC=CC=C3N=N2